COC=1C2=CN(N=C2C(=CC1B1OC(C(O1)(C)C)(C)C)C(=O)OC)COCC[Si](C)(C)C methyl 4-methoxy-5-(4,4,5,5-tetramethyl-1,3,2-dioxaborolan-2-yl)-2-((2-(trimethylsilyl)ethoxy)methyl)-2H-indazole-7-carboxylate